5,7-diamino-1,1,6-trimethyl-indan tert-Butyl-4-[(2S)-2-[(tert-butyldimethylsilyl)oxy]-1-hydroxypropyl]-4-(hydroxymethyl)piperidine-1-carboxylate C(C)(C)(C)OC(=O)N1CCC(CC1)(CO)C([C@H](C)O[Si](C)(C)C(C)(C)C)O.NC=1C=C2CCC(C2=C(C1C)N)(C)C